FC(CN1N=CC(=C1)NC=1C=C(C(=NC1)C)C=1C=NC2=CC(=NC=C2C1)N(C)CC1=CC=C(C=C1)OC)F 3-(5-((1-(2,2-difluoroethyl)-1H-pyrazol-4-yl)amino)-2-methylpyridin-3-yl)-N-(4-methoxybenzyl)-N-methyl-1,6-naphthyridin-7-amine